1-(2-(3-isopropyl-2-(8-methoxy-[1,2,4]triazolo[1,5-a]pyridin-6-yl)-1H-indol-5-yl)morpholino)-2-((3-methyloxetan-3-yl)amino)ethan-1-one C(C)(C)C1=C(NC2=CC=C(C=C12)C1OCCN(C1)C(CNC1(COC1)C)=O)C=1C=C(C=2N(C1)N=CN2)OC